C(C1CO1)OC[Si](OC)(OC)OC (3,2-epoxypropoxy)methyltrimethoxysilane